2-(4-chloro-2-fluorobenzyloxy)-4-(piperazin-1-yl)pyrimidine hydrochloride Cl.ClC1=CC(=C(COC2=NC=CC(=N2)N2CCNCC2)C=C1)F